C1(=CC=CC=C1)\C=C\C E-1-phenylpropene